C(C)NCC=1C=NC=CC1C N-ethyl-4-methyl-3-pyridinemethanamine